potassium sodium calcium salt [Ca].[Na].[K]